5-hydrazinylquinoline N(N)C1=C2C=CC=NC2=CC=C1